N(=[N+]=[N-])CCOC(C(=O)O)CCCC (2-azidoethoxy)hexanoic acid